NC1=CC=C(C(=C1C(=O)N(C)C)F)C=1C(=C2C(=NC1)NC[C@@]21C[C@@H](CC1)N1N=CC=C1N)Cl 6-Amino-3-((1S,3R)-3-(5-amino-1H-pyrazol-1-yl)-4'-chloro-1',2'-dihydrospiro[cyclopentane-1,3'-pyrrolo[2,3-b]pyridin]-5'-yl)-2-fluoro-N,N-dimethylbenzamide